(Z)-5-((1H-pyrrolo[3,2-c]pyridin-3-yl)methylene)-3-methyl-2-thioxothiazolidin-4-one N1C=C(C=2C=NC=CC21)\C=C/2\C(N(C(S2)=S)C)=O